8,8'-(((1R,4R)-4-hydroxy-1-methyl-cyclohexyl)azane-diyl)bis(N,N-didec-yloctanamide) OC1CCC(CC1)(C)N(CCCCCCCC(=O)N(CCCCCCCCCC)CCCCCCCCCC)CCCCCCCC(=O)N(CCCCCCCCCC)CCCCCCCCCC